C1(CC1)C=1C=C2C(=NC(=NC2=C(C1C1=C2C=NN(C2=CC(=C1C)F)C1OCCCC1)OCC1=CC=C(C=C1)C#C)OC1CCOCC1)N1C2CN(C(C1)C2)C(=O)[O-] 5-{6-cyclopropyl-8-[(4-ethynylphenyl)methoxy]-7-[6-fluoro-5-methyl-1-(oxan-2-yl)-1H-indazol-4-yl]-2-[(oxan-4-yl) oxy] quinazolin-4-yl}-2,5-diazabicyclo[2.2.1]heptane-2-carboxylate